(1-methyl-6-oxopiperidin-3-yl)-4-phenylisoindoline-2-carbonitrile CN1CC(CCC1=O)C1N(CC2=C(C=CC=C12)C1=CC=CC=C1)C#N